(2R,3S,4S,5R)-3-(3,4-Difluoro-2-methoxyphenyl)-N-(2-(2,3-dihydroxypropoxy)pyridin-4-yl)-4,5-dimethyl-5-(trifluoromethyl)tetrahydrofuran-2-carboxamide FC=1C(=C(C=CC1F)[C@H]1[C@@H](O[C@]([C@H]1C)(C(F)(F)F)C)C(=O)NC1=CC(=NC=C1)OCC(CO)O)OC